ClC=1C=C(C(=O)NC=2N=C(N(N2)CC2=CC=C(C=C2)OC)C(=O)O)C=CC1OC 5-[(3-chloro-4-methoxy-benzoyl)amino]-2-[(4-methoxyphenyl)methyl]-1,2,4-triazole-3-carboxylic acid